((1H-imidazol-5-yl)methyl)-1-(3-methoxy-5-methylphenyl)methylamine N1C=NC=C1CNCC1=CC(=CC(=C1)C)OC